CC(C1=CC=CC=C1)(C)N α,α-dimethylbenzylamine